O=C1NC(CCC1N1C(C2=CC=C(C=C2C1=O)OC[C@H]1CN(CC1)C(=O)OC(C)(C)C)=O)=O tert-butyl (3R)-3-(((2-(2,6-dioxopiperidin-3-yl)-1,3-dioxoisoindolin-5-yl)oxy)methyl)pyrrolidine-1-carboxylate